BrC=1SC(=NN1)C1CC1 2-bromo-5-cyclopropyl-1,3,4-thiadiazole